[Cu+2].C(C)N(C(S)=S)N1CCNCC1 ethyl-N-piperazinyl-dithiocarbamic acid copper (II)